OC[C@@]1(CCC2=CC=C(C=C12)C(=O)O)C (3R)-3-(Hydroxymethyl)-3-methyl-indane-5-carboxylic acid